BrC=1N=C(C(NC1)=O)C(C)C 5-bromo-3-isopropyl-1H-pyrazin-2-one